(3S)-3-Amino-4-oxo-4-pyrrolidin-1-yl-butanoic acid N[C@@H](CC(=O)O)C(N1CCCC1)=O